8-acetyl-3,6-dimethyl-2-(3-methylazetidin-3-yl)quinazolin-4(3H)-one C(C)(=O)C=1C=C(C=C2C(N(C(=NC12)C1(CNC1)C)C)=O)C